CC1=C(C(=O)OCCN(CCO)C2=CC=CC=3N2N=CC3N)C=CC(=C1NCC1=CN=CN1CC)[N+](=O)[O-] 2-[(3-aminopyrazolo[1,5-a]pyridin-7-yl)(2-hydroxyethyl)amino]ethanol Methyl-3-(((1-ethyl-1H-imidazol-5-yl)methyl)amino)-4-nitrobenzoate